N-(4-chlorophenyl)-2-(6-((6-fluoroquinolin-4-yl)amino)-3-azabicyclo[3.1.0]hexane-3-yl)-3-hydroxypropionamide ClC1=CC=C(C=C1)NC(C(CO)N1CC2C(C2C1)NC1=CC=NC2=CC=C(C=C12)F)=O